CCCCCCC/C=C\CCCCCCCC(=O)OC[C@H](COP(=O)(O)OC[C@H](CO)O)OC(=O)CCCCCCCCCCC/C=C\C/C=C\CCCCC 1-(9Z-heptadecenoyl)-2-(13Z,16Z-docosadienoyl)-glycero-3-phospho-(1'-sn-glycerol)